BrC1=C(C=CC(=C1)CCC)C(C)(C)O 2-(2-bromo-4-propylphenyl)propane-2-ol